C(C)(C)(C)OC(=O)N1CC(CC1)C(C(=O)OCC)C1=CC=CC=C1.O1CCC2=C1C=C(C=C2)C2=CN=CC(=N2)C(=O)N2C1C(OCC2)CCCC1 (6-(2,3-dihydrobenzofuran-6-yl)pyrazin-2-yl)(octahydro-4H-benzo[b][1,4]oxazin-4-yl)methanone tert-butyl-3-(2-ethoxy-2-oxo-1-phenyl-ethyl)pyrrolidine-1-carboxylate